3-amino-4-methoxy-1H-pyrrole-2-carboxylic acid methyl ester hydrochloride Cl.COC(=O)C=1NC=C(C1N)OC